ClC1=C(C(=CC=C1)C1=NC2=C(N1)C=C(C(=C2)F)F)C=2C(=CC(=CC2)C(N[C@H](CCC)C2=CC=CC=C2)=O)C(=O)O (S)-2'-chloro-6'-(5,6-difluoro-1H-1,3-benzodiazol-2-yl)-4-{[(1R)-1-phenylbutyl]carbamoyl}-[1,1'-biphenyl]-2-carboxylic acid